tert-butyl (2-((3-((4-iodo-5-methyl-1H-pyrazol-1-yl)methyl)-5,7-dimethyladamantan-1-yl)amino)-2-oxoethyl)carbamate IC=1C=NN(C1C)CC12CC3(CC(CC(C1)(C3)C)(C2)C)NC(CNC(OC(C)(C)C)=O)=O